Methyl (S)-4-((2-((2-methylpyrrolidin-1-yl)methyl)-1H-benzo[d]imidazol-5-yl)carbamoyl)benzoate C[C@@H]1N(CCC1)CC1=NC2=C(N1)C=CC(=C2)NC(=O)C2=CC=C(C(=O)OC)C=C2